4-(3-((1-(tert-butoxycarbonyl)piperidin-3-yl)methyl)-6,7-dichloro-2,2-dioxido-1-((2-(trimethylsilyl)ethoxy)methyl)-1,3,4,9-tetrahydro-[1,2,6]thiadiazino[4,3-g]indol-8-yl)butanoic acid C(C)(C)(C)OC(=O)N1CC(CCC1)CN1CC=2C=C(C=3C(=C(NC3C2N(S1(=O)=O)COCC[Si](C)(C)C)CCCC(=O)O)Cl)Cl